C(C)OC(=O)C=1C=NC2=NC(=CC=C2C1NC1CC2C(CN(C2)C(=O)OC(C)(C)C)C1)OC 4-((2-(tert-Butoxycarbonyl)octahydrocyclopenta[c]pyrrol-5-yl)amino)-7-methoxy-1,8-naphthyridine-3-carboxylic acid ethyl ester